2-(6-(4-((2-(2,4-dioxotetrahydropyrimidin-1(2H)-yl)-1-oxoisoindol-5-yl)methyl)piperazin-1-yl)-1-oxoisoindol-2-yl)-2-(5-fluoro-2-hydroxyphenyl)-N-(thiazol-2-yl)acetamide O=C1N(CCC(N1)=O)N1C(C2=CC=C(C=C2C1)CN1CCN(CC1)C1=CC=C2CN(C(C2=C1)=O)C(C(=O)NC=1SC=CN1)C1=C(C=CC(=C1)F)O)=O